NC1=CC=C(OC2=CC=C(C=C2)C(C)(CC)C2=CC=C(C=C2)OC2=CC=C(C=C2)N)C=C1 2-[4-(4-aminophenoxy)phenyl]-2-[4-(4-aminophenoxy)phenyl]butane